O[C@H](CN(C(OC(C)(C)C)=O)CC1=CC=C2C=CN=CC2=C1O)CC tert-butyl (S)-(2-hydroxybutyl)((8-hydroxyisoquinolin-7-yl)methyl)carbamate